4-(5-(2,6-Dimethoxyphenyl)-3-(methoxycarbonyl)-1H-pyrazol-1-yl)-3-isopropylbenzoic acid COC1=C(C(=CC=C1)OC)C1=CC(=NN1C1=C(C=C(C(=O)O)C=C1)C(C)C)C(=O)OC